n-triacontanoate C(CCCCCCCCCCCCCCCCCCCCCCCCCCCCC)(=O)[O-]